racemic-tert-Butyl (5R,9S)-2-methyl-3-oxo-2,3,4,5,6,7,8,9-octahydro-1H-5,9-epiminocycloocta[c]pyrazole-10-carboxylate CN1NC2=C(C1=O)C[C@H]1CCC[C@@H]2N1C(=O)OC(C)(C)C |r|